C1(=CC=CC2=CC=CC=C12)C=1OC2=C(N1)C=CC=C2 2-(1-naphthyl)benzoxazole